FC(C(C(C(C(=O)[O-])(F)F)(F)F)(F)F)CCCCCC heptafluoroundecylate